Methyl 3-[[1-(1-tert-butoxycarbonyl-4-piperidyl)-3-methyl-pyrazol-4-yl]amino]-5-cyclopropyl-6-(1-methylbenzimidazol-4-yl)pyrazine-2-carboxylate C(C)(C)(C)OC(=O)N1CCC(CC1)N1N=C(C(=C1)NC=1C(=NC(=C(N1)C1CC1)C1=CC=CC=2N(C=NC21)C)C(=O)OC)C